Chloro-2-phenyl-1H-pyrrolo[2,3-b]pyridine ClN1C(=CC=2C1=NC=CC2)C2=CC=CC=C2